N-(5-((2-(7-oxa-4-azaspiro[2.5]octan-4-yl)ethyl)carbamoyl)-3-methylthiophen-2-yl)-2-(1-methyl-1H-pyrazol-4-yl)pyrazolo[5,1-b]thiazole-7-carboxamide C1CC12N(CCOC2)CCNC(=O)C2=CC(=C(S2)NC(=O)C=2C=NN1C2SC(=C1)C=1C=NN(C1)C)C